ClC1=CC(NC2=CC(=CC=C12)C(=O)O)=O 4-chloro-2-oxo-1,2-dihydroquinoline-7-carboxylic acid